NC1=NN2C(N=CC=C2)=C1C(=O)NC(C)C=1C=C(C=2N(C1C1=NC=CC=C1)C=NC2)Cl 2-Amino-N-[1-(8-chloro-5-pyridin-2-ylimidazo[1,5-a]pyridin-6-yl)ethyl]pyrazolo[1,5-a]pyrimidine-3-carboxamide